C(#N)C=1C=C(C(=NC1)C(=O)O)C 5-cyano-3-methylpicolinic acid